4-normal butylpyridine C(CCC)C1=CC=NC=C1